di(n-butyl) (2-ethylhexyl) trimellitate C(C=1C(C(=O)OCC(CCCC)CC)=CC(C(=O)OCCCC)=CC1)(=O)OCCCC